C12(CC3CC(CC(C1)C3)C2)CCN2[C@@H]([C@H]([C@@H]([C@H](C2)OCC2=CC=CC=C2)OCC2=CC=CC=C2)OCC2=CC=CC=C2)C (2r,3r,4r,5s)-1-(2-((3r,5r,7r)-adamantan-1-yl)ethyl)-3,4,5-tris(benzyloxy)-2-methylpiperidine